5-(5-chloro-2-(2,2-difluoroacetyl)phenyl)-6-methoxy-2-(4-methoxybenzyl)pyridazin-3(2H)-one ClC=1C=CC(=C(C1)C1=CC(N(N=C1OC)CC1=CC=C(C=C1)OC)=O)C(C(F)F)=O